(S)-quinuclidin-3-yl (7-bromo-2,2-dimethyl-1,2,3,4-tetrahydronaphthalen-1-yl)carbamate BrC1=CC=C2CCC(C(C2=C1)NC(O[C@@H]1CN2CCC1CC2)=O)(C)C